FC1=C(C=CC(=C1)F)B(O)O 2,4-difluorobenzeneboronic acid